3-[4-(1-methyl-1H-pyrazol-5-yl)-7-[1-(oxan-2-yl)-1H-pyrazol-5-yl]imidazo[1,5-b]pyridazin-2-yl]-8-oxa-3-azabicyclo[3.2.1]octane CN1N=CC=C1C=1C=2N(N=C(C1)N1CC3CCC(C1)O3)C(=NC2)C2=CC=NN2C2OCCCC2